6-[(7S)-3-[3-[4-(5-Fluoro-3-methylpyridin-2-yl)phenyl]-1H-pyrazolo[3,4-b]pyridin-5-yl]-6,7,8,9-tetrahydro-5H-benzo[7]annulen-7-yl]-3-oxa-6-azabicyclo[3.1.1]heptane FC=1C=C(C(=NC1)C1=CC=C(C=C1)C1=NNC2=NC=C(C=C21)C2=CC1=C(CC[C@@H](CC1)N1C3COCC1C3)C=C2)C